C(C1=CC=CC=C1)(=O)NC(=S)NC1=CC(=C(C=C1)Br)OC 1-benzoyl-3-(4-bromo-3-methoxyphenyl)thiourea